8-bromo-2-methylquinazolin BrC=1C=CC=C2C=NC(=NC12)C